6-chloro-7-(chloromethyl)-2,3-dihydro-1,4-benzodioxine ClC1=CC2=C(OCCO2)C=C1CCl